C(C)OC=1C=CC(=C(C1)C1=NN(C=2C1=NC=C(C2)C(=O)NC2(CS(C2)(=O)=O)C)C(C)C)F 3-(5-ethoxy-2-fluorophenyl)-1-isopropyl-N-(3-methyl-1,1-dioxidothietan-3-yl)-1H-pyrazolo[4,3-b]pyridine-6-carboxamide